CC1=C(C(=NN1C1COCCC1)OCCCO)[N+](=O)[O-] 3-((5-methyl-4-nitro-1-(tetrahydro-2H-pyran-3-yl)-1H-pyrazol-3-yl)oxy)propan-1-ol